(1R,10S)-6-benzyloxy-N-[(2,4-difluorophenyl)methyl]-10-methyl-5,8,13-trioxo-2,9-diazatricyclo[7.4.1.02,7]Tetradec-3,6-diene-4-carboxamide C(C1=CC=CC=C1)OC=1C(C(=CN2[C@H]3C(CC[C@@H](N(C(C12)=O)C3)C)=O)C(=O)NCC3=C(C=C(C=C3)F)F)=O